Racemic-3,3-difluoro-4-(4-fluorophenyl)-4-((triethylsilyl)oxy)pentan-1-ol FC(CCO)([C@](C)(O[Si](CC)(CC)CC)C1=CC=C(C=C1)F)F |r|